NC1=C(/C=C/C2=CC=3C(C4=CC=CC=C4C(C3C=C2)=O)=O)C=CC=C1 (E)-2-(2-aminostyryl)-9,10-anthraquinone